tert-Butyl 3-benzyloxy-5-(1,1-difluoroethyl)piperidine-1-carboxylate C(C1=CC=CC=C1)OC1CN(CC(C1)C(C)(F)F)C(=O)OC(C)(C)C